chloro-3-hydroxy-3-phenyl-2-(3-(trifluoromethyl)benzyl)propionic acid methyl ester COC(C(C(C1=CC=CC=C1)O)(CC1=CC(=CC=C1)C(F)(F)F)Cl)=O